(±)-(4Z)-4-[(1-Methylindazol-5-yl)methylene]-2-(oxepan-3-ylamino)-1H-imidazol-5-one CN1N=CC2=CC(=CC=C12)\C=C\1/N=C(NC1=O)N[C@H]1COCCCC1 |r|